1,2-diazolin N1=NCCC1